CC=1N(C=CN1)C=1C=C(C=C(C1)C(F)(F)F)C1=NC2=C(N1)C=CC(=C2)[N+](=O)[O-] 2-(3-(2-methyl-1H-imidazol-1-yl)-5-(trifluoromethyl)phenyl)-5-nitro-1H-benz[d]imidazole